C(CN1C(=NC2=C1C=CC(=C2OC)C(N)=O)C2=C(C(=O)O)C=CC=C2)N2C(=NC1=C2C=CC(=C1OC)C(N)=O)C1=C(C(=O)O)C=CC=C1 2,2'-(ethane-1,2-diylbis(5-carbamoyl-4-methoxy-1H-benzo[d]imidazole-1,2-diyl))dibenzoic acid